ClC=1C=C(C=C(C1OC=1C=NC(=C(C1)C(C)C)OC)Cl)NC(C(=O)[O-])=O 2-((3,5-dichloro-4-((5-isopropyl-6-methoxypyridin-3-yl) oxy) phenyl) amino)-2-oxoacetate